(1R,2R)-1-((2R,3R,4S)-3-acetamido-4-acetoxy-6-((3-(but-3-yn-1-yloxy)benzyl)oxy)-6-(methoxycarbonyl)tetrahydro-2H-pyran-2-yl)-3-(3-phenoxybenzamido)propane-1,2-diyl diacetate C(C)(=O)O[C@H]([C@@H](CNC(C1=CC(=CC=C1)OC1=CC=CC=C1)=O)OC(C)=O)[C@@H]1OC(C[C@@H]([C@H]1NC(C)=O)OC(C)=O)(C(=O)OC)OCC1=CC(=CC=C1)OCCC#C